C(C)N(CC)CC1=CN(C2=CC=C(C=C12)N1C(NC2=C(C1=O)C1=C(S2)CCCCC1)=O)C 3-(3-((diethylamino)methyl)-1-methyl-1H-indol-5-yl)-1,5,6,7,8,9-hexahydro-2H-cyclohepta[4,5]thieno[2,3-d]pyrimidine-2,4(3H)-dione